1-methyl-4-(2-methyl-4-(4,4,5,5-tetramethyl-1,3,2-dioxaborolan-2-yl)benzyl)piperazine CN1CCN(CC1)CC1=C(C=C(C=C1)B1OC(C(O1)(C)C)(C)C)C